FC(C1=NN=C(O1)C1=CC(=C(CN(C(=O)N2CCS(CC2)(=NS(=O)(=O)C)=O)C2=CC=CC=C2)C=C1)F)F N-(4-(5-(difluoromethyl)-1,3,4-oxadiazol-2-yl)-2-fluorobenzyl)-1-((methylsulfonyl)imino)-N-phenylthiomorpholin-4-carboxamide 1-oxide